3-(4-((2-methoxyethyl)sulfonamido)phenyl)-5-((6-(trifluoromethyl)pyridin-2-yl)amino)-1H-pyrazole-4-carboxamide COCCS(=O)(=O)NC1=CC=C(C=C1)C1=NNC(=C1C(=O)N)NC1=NC(=CC=C1)C(F)(F)F